1-(2-(3,8-diazabicyclo[3.2.1]octan-3-yl)-7-(thiazol-2-yl)benzo[d]oxazol-4-yl)-2,2,2-trifluoroethan-1-ol C12CN(CC(CC1)N2)C=2OC1=C(N2)C(=CC=C1C=1SC=CN1)C(C(F)(F)F)O